C[C@H]1COC[C@@H](N1CC=1N(C2=CC(=CC=C2C(C1)=O)C1=NC(=NC=C1F)N[C@H]1[C@@H](COCC1)O)C(C)C)C 2-(((3S,5S)-3,5-dimethylmorpholino)methyl)-7-(5-fluoro-2-(((3S,4R)-3-hydroxytetrahydro-2H-pyran-4-yl)amino)pyrimidin-4-yl)-1-isopropylquinolin-4(1H)-one